Benzylstatine C(C1=CC=CC=C1)N[C@@H](CC(C)C)[C@@H](O)CC(O)=O